5-(5-(1-ethoxyvinyl)-1,3,4-thiadiazol-2-yl)-N,N-dimethylpyridin-3-amine C(C)OC(=C)C1=NN=C(S1)C=1C=C(C=NC1)N(C)C